9,10-dimethylphenoxyanthracene CC=1C2=CC=CC=C2C(=C2C=CC=C(C12)OC1=CC=CC=C1)C